(S)-3-(3-fluoro-4-(6-(2-ethyl-2H-tetrazol-5-yl)pyridin-3-yl)phenyl)-5-(1-hydroxy-2-fluoroethyl)oxazolidin-2-one FC=1C=C(C=CC1C=1C=NC(=CC1)C=1N=NN(N1)CC)N1C(O[C@@H](C1)C(CF)O)=O